1-Isopropylpiperidine-4-carboxylic acid C(C)(C)N1CCC(CC1)C(=O)O